(S)-7-(1-methoxypropane-2-yl)-2-(methylthio)-7H-pyrrolo[2,3-d]pyrimidine-6-carbonitrile COC[C@H](C)N1C(=CC2=C1N=C(N=C2)SC)C#N